(S or R)-2-(2,4-difluoro-5-((R or S)-1-(((R)-phenyl((R)-1,2,3,4-tetrahydropyrido[2,3-b]pyrazin-3-yl)methyl)amino)propan-2-yl)phenyl)propanoic acid FC1=C(C=C(C(=C1)F)[C@H](CN[C@@H]([C@H]1CNC2=C(N1)N=CC=C2)C2=CC=CC=C2)C)[C@@H](C(=O)O)C |o1:8,29|